BrC=1C=C(N(N1)C1(CC1)C#N)C(=O)NC1=C(C=C(C=C1C)Cl)C(N)=O 5-bromo-N-(2-carbamoyl-4-chloro-6-methyl-phenyl)-2-(1-cyanocyclopropyl)pyrazole-3-carboxamide